5-(3-(methylsulfonyl)phenyl)-2-(4-(trifluoromethyl)phenyl)Oxazole-4-carboxylic acid ethyl ester C(C)OC(=O)C=1N=C(OC1C1=CC(=CC=C1)S(=O)(=O)C)C1=CC=C(C=C1)C(F)(F)F